4-bromo-3-(2,2-difluoroethyl)-1-(oxetan-3-yl)-1H-pyrazole BrC=1C(=NN(C1)C1COC1)CC(F)F